(6-(2,6-dioxopiperidin-3-yl)-4-fluoropyridazin-3-yl)methyl methanesulfonate CS(=O)(=O)OCC=1N=NC(=CC1F)C1C(NC(CC1)=O)=O